((S)-1-cyano-2-(4'-cyanobiphenyl-4-yl)ethyl)-1,4-oxazepane-2-carboxamide C(#N)[C@H](CC1=CC=C(C=C1)C1=CC=C(C=C1)C#N)C1(OCCCNC1)C(=O)N